(R)-4-((4-(cyclopropyl(methyl)amino)-1-(phenylthio)butan-2-yl)amino)-3-nitrobenzenesulfonamide C1(CC1)N(CC[C@H](CSC1=CC=CC=C1)NC1=C(C=C(C=C1)S(=O)(=O)N)[N+](=O)[O-])C